C(C)(C)(C)OC(=O)N1C[C@@H](N(CC1)C1=NC=C(C(=N1)SC)Cl)CC (S)-4-(5-chloro-4-(methylthio)pyrimidin-2-yl)-3-ethylpiperazine-1-carboxylic acid tert-butyl ester